N1N=CC2=CC(=CC=C12)NC1=NC(=NC=C1)C1=CC=C2C=C(NC2=C1)C(=O)N[C@@H](CC1=CNC=N1)C(=O)OC methyl (6-(4-((1H-indazol-5-yl)amino)pyrimidin-2-yl)-1H-indole-2-carbonyl)histidinate